BrC1=C(C=C(C=C1)CC#N)N(C)C 2-(4-Bromo-3-(dimethylamino)phenyl)acetonitrile